(R)-N-(1-(4-fluorophenyl)ethyl)-5-(5-(methylsulfonyl)pyridin-3-yl)pyrimidin-2-amine FC1=CC=C(C=C1)[C@@H](C)NC1=NC=C(C=N1)C=1C=NC=C(C1)S(=O)(=O)C